C(C1=CC=CC=C1)OCCN1C(=NC(=C1)C(F)(F)F)C1=CC=C(C#N)C=C1 4-(1-(2-(benzyloxy)ethyl)-4-(trifluoromethyl)-1H-imidazol-2-yl)benzonitrile